3-(2-(4-((S)-4-((1r,4R)-4-(3-bromo-2-methylphenoxy)cyclohexyl)-2-methylbutyl)piperazin-1-yl)benzo[d]oxazol-6-yl)piperidine-2,6-dione BrC=1C(=C(OC2CCC(CC2)CC[C@@H](CN2CCN(CC2)C=2OC3=C(N2)C=CC(=C3)C3C(NC(CC3)=O)=O)C)C=CC1)C